(R)-(2,7-dimethyl-3-phenyl-2,4,5,7-tetrahydro-6H-pyrazolo[3,4-c]pyridin-6-yl)(quinolin-6-yl)methanone CN1N=C2[C@H](N(CCC2=C1C1=CC=CC=C1)C(=O)C=1C=C2C=CC=NC2=CC1)C